3-(5-(5-(((3s,5s,7s)-adamantan-1-yl)amino)pent-1-yn-1-yl)-2-methyl-4-oxoquinazolin-3(4H)-yl)piperidine-2,6-dione C12(CC3CC(CC(C1)C3)C2)NCCCC#CC2=C3C(N(C(=NC3=CC=C2)C)C2C(NC(CC2)=O)=O)=O